Tert-butyl 4-(((1r,4r)-4-((1,3-dioxoisoindolin-2-yl)methyl)cyclohexyl)oxy)piperidine-1-carboxylate O=C1N(C(C2=CC=CC=C12)=O)CC1CCC(CC1)OC1CCN(CC1)C(=O)OC(C)(C)C